(E)-2,4-difluoro-N-(5-(4-(4-(4-oxopent-2-enoyl)piperazin-1-yl)quinazolin-6-yl)pyridin-3-yl)benzenesulfonamide FC1=C(C=CC(=C1)F)S(=O)(=O)NC=1C=NC=C(C1)C=1C=C2C(=NC=NC2=CC1)N1CCN(CC1)C(\C=C\C(C)=O)=O